phenanthridin-8-ol C1=CC=CC2=NC=C3C=C(C=CC3=C12)O